NC1=C(C=C(C=C1C(F)(F)F)CO)[N+](=O)[O-] (4-amino-3-nitro-5-(trifluoromethyl)phenyl)methanol